C(#N)C1=CC=2N(N=C1)C(=CC2)C2=CC(=C(C=N2)C2=NN=C(S2)N2C[C@@H]1C([C@H](C2)C1)NC(C)=O)NC N-((1R,5S,6s)-3-(5-(6-(3-cyanopyrrolo[1,2-b]pyridazin-7-yl)-4-(methylamino)pyridin-3-yl)-1,3,4-thiadiazol-2-yl)-3-azabicyclo[3.1.1]heptan-6-yl)acetamide